1-benzyl-4-hydroxy-2-methyl-1H-benzo[d]imidazole-6-carboxylic acid ethyl ester C(C)OC(=O)C=1C=C(C2=C(N(C(=N2)C)CC2=CC=CC=C2)C1)O